C(CCCCCCCCCCCCCCCCCCCCCC)N mono-tricosyl-amine